O=C1N(C(C=C1)=O)CCCC(=O)N[C@@H](CCCCNC(COCCOCCOCCOCCOCCOCCOCCOCCOCCOC)=O)C(NCCCC(NCCNC(OCC(=O)O)=O)=O)=O (S)-37-(4-(2,5-dioxo-2,5-dihydro-1H-pyrrol-1-yl)butanamido)-31,38,43,48-tetraoxo-2,5,8,11,14,17,20,23,26,29,49-undecaoxa-32,39,44,47-tetraazahenpentacontan-51-oic acid